C(#C)C=1C(=CC(=NC1)CNC=1C=NN(C1)C)C N-((5-ethynyl-4-methylpyridin-2-yl)methyl)-1-methyl-1H-pyrazol-4-amine